BrC=1C(=NC(=C(C1)C1CC1)OC(F)(F)F)N1CCC(CC1)(F)F 3-bromo-5-cyclopropyl-2-(4,4-difluoropiperidin-1-yl)-6-(trifluoromethoxy)pyridine